CC1=C(C(=O)NC(C)C2=CC(=NC3=CC=CC=C23)C=2C=NC=CC2)C=CC=C1 2-methyl-N-{1-[2-(pyridin-3-yl)quinolin-4-yl]ethyl}benzamide